N1(CCCCC1)N1CC1 piperidinyl-(aziridine)